ClC=1C=C(NC2=NN(C3=C2C=NC=C3)CC(F)(F)F)C=CC1F 3-(3-chloro-4-fluoroanilino)-1-(2,2,2-trifluoroethyl)pyrazolo[4,3-c]pyridin